COC1=NC2=C(N1C(=O)NCCCCC1=CC=CC=C1)C=CC(=C2)N2CCOCC2 2-methoxy-5-morpholino-N-(4-phenylbutyl)-1H-benzo[d]Imidazole-1-carboxamide